NC=1C(=C(C(=CC1Br)C1=CC=CC=C1)C#N)F amino-5-bromo-3-fluoro-[1,1'-biphenyl]-2-carbonitrile